C(=O)NCP([O-])([O-])=O (formyl)aminomethylphosphonate